OC1=C(C=C(C=C1OC)\C=C\C1=CC=C(C=C1)OC)C(C)=O (E)-1-(2-hydroxy-3-methoxy-5-(4-methoxystyryl)phenyl)ethan-1-one